C1(CC1)C1=C(C(=NO1)C1=C(C=NC=C1Cl)Cl)COC12CCC(CC1)(CC2)COC2=CC=C1C=CN=CC1=C2 7-((4-((5-Cyclopropyl-3-(3,5-dichloropyridin-4-yl)isoxazol-4-yl)methoxy)bicyclo[2.2.2]octan-1-yl)methoxy)isochinolin